2-(2-hydroxypropan-2-yl)pyridine OC(C)(C)C1=NC=CC=C1